(S)-1-(5-(2-(1-cyclopropylethyl)-4-(4-methylpiperazin-1-yl)-3-oxo-2,3-dihydro-1H-pyrrolo[3,4-c]pyridin-6-yl)-4-methylthiazol-2-yl)-3-methylurea C1(CC1)[C@H](C)N1C(C=2C(=NC(=CC2C1)C1=C(N=C(S1)NC(=O)NC)C)N1CCN(CC1)C)=O